6-ethyl-1,2-dimethyl-Amyl-4-oxo-1,4-dihydroquinoline-3-carboxamide C(C)C=1C=C2C(C(=CN(C2=CC1)C(C(CCC)C)C)C(=O)N)=O